[Cl-].C(CCCCCCCCCCCCCCCCCCCCC)(=O)NCCC[NH+](C)C docosanamidopropyldimethyl-ammonium chloride